(4-(4-((3-(1-(but-3-yn-2-yl)-3-(difluoromethyl)-1H-pyrazol-4-yl)imidazo[1,2-a]pyrazin-8-yl)amino)-2-ethylbenzoyl)piperazin-1-yl)((2R,4S)-4-hydroxypyrrolidin-2-yl)methanone CC(C#C)N1N=C(C(=C1)C1=CN=C2N1C=CN=C2NC2=CC(=C(C(=O)N1CCN(CC1)C(=O)[C@@H]1NC[C@H](C1)O)C=C2)CC)C(F)F